1-benzylphenylamino-3,4-dimethylenehex-5-ene C(C1=CC=CC=C1)C1(CC=CC=C1)NCCC(C(C=C)=C)=C